C12OCC(CC1)(CC2)C(\C=C\N(C)C)=O (E)-1-(2-oxabicyclo[2.2.2]octan-4-yl)-3-(dimethylamino)prop-2-en-1-one